(S)-1-(3-chloro-5'-fluoro-2'-hydroxy-3'-(2-(3-(methylamino)pyrrolidin-1-yl)pyridin-4-yl)-[1,1'-biphenyl]-4-yl)-3-methylimidazolidin-2-one ClC=1C=C(C=CC1N1C(N(CC1)C)=O)C1=C(C(=CC(=C1)F)C1=CC(=NC=C1)N1C[C@H](CC1)NC)O